1,3-pentanediol monoisooctanoate C(CCCCC(C)C)(=O)O.C(CC(CC)O)O